6-[5-[5-[(1R)-1-(3,5-dichloro-4-pyridinyl)ethoxy]-1H-indazol-3-yl]-2-pyridinyl]-N,N-dimethyl-2,6-diazaspiro[3.3]heptane-2-carboxamide ClC=1C=NC=C(C1[C@@H](C)OC=1C=C2C(=NNC2=CC1)C=1C=CC(=NC1)N1CC2(CN(C2)C(=O)N(C)C)C1)Cl